[Na+].[Na+].N(CC(=O)O)(CC(=O)[O-])CC(=O)[O-] nitrilotriacetic acid, disodium salt